FC1([C@H](COC1)NC(N(CC1=C(C=NC=C1)C1=CC=NC=C1)C)=O)F 3-[(3S)-4,4-difluorotetrahydrofuran-3-yl]-1-methyl-1-[[3-(4-pyridyl)-4-pyridyl]methyl]urea